CSC1=NN(C=C1[N+](=O)[O-])COCC[Si](C)(C)C 3-(methylthio)-4-nitro-1-((2-(trimethylsilyl)ethoxy)methyl)-1H-pyrazole